C(#N)C[C@]1(COC2=CC(=C(C=C2C1)NC(=O)C=1C=NN2C1N=CC=C2)N2CCOCC2)C (S)-N-(3-(cyanomethyl)-3-methyl-7-morpholinochroman-6-yl)pyrazolo[1,5-a]pyrimidine-3-carboxamide